4-fluorobenzyl (1-hydroxy-7-methyl-1,3-dihydrobenzo[c][1,2]oxaborole-6-carbonyl)-L-threoninate OB1OCC2=C1C(=C(C=C2)C(=O)N[C@@H]([C@H](O)C)C(=O)OCC2=CC=C(C=C2)F)C